COC=1C=CC2=C(N=C(S2)SC)C1 5-methoxy-2-methylsulfanyl-1,3-benzothiazole